FC1=C(C=CC(=C1)C=1C=NC(=CC1OCC(C)C)OCC1=CC=C(C=C1)OC)CC(=O)O 2-(2-Fluoro-4-(4-isobutoxy-6-((4-methoxybenzyl)oxy)pyridin-3-yl)phenyl)acetic acid